FC=1C(=CC2=C(O[C@@H](C(N2CC#C)=O)C)C1)C1=C(C(=C(C(=C1F)F)F)F)F (R)-7-fluoro-2-methyl-6-(perfluorophenyl)-4-(prop-2-yn-1-yl)-2H-benzo[b][1,4]oxazin-3(4H)-one